FC(C1(CN(CCC1)C[C@@H](C)[C@H]1CC[C@H]2\C(\CCC[C@]12C)=C\C=C\1/C([C@H](C[C@@H](C1)O)O)=C)O)F (1R,3S,Z)-5-(2-((1R,3aS,7aR,E)-1-((2S)-1-(3-(difluoromethyl)-3-hydroxypiperidin-1-yl)propan-2-yl)-7a-methyloctahydro-4H-inden-4-ylidene)ethylidene)-4-methylenecyclohexane-1,3-diol